ClC1=CC2=C(C=N1)C(=NN2C2=NC(=CC=C2)C(C)(F)F)N2CCOCC2 4-(6-chloro-1-(6-(1,1-difluoroethyl)pyridin-2-yl)-1H-pyrazolo[4,3-c]pyridin-3-yl)morpholine